C(C)C1OC2(OC1)CCCCC2 ethyl-1,4-dioxaspiro[4.5]decane